Indan-1,3-diol monoacetate C(C)(=O)OC1CC(C2=CC=CC=C12)O